O[C@H](CNC(C1=NC(=CC=C1)C=1C=C2C(=NC1)NC(=C2)C2=CC=C(C=C2)F)=O)CO (R)-N-(2,3-Dihydroxypropyl)-6-(2-(4-fluorophenyl)-1H-pyrrolo[2,3-b]pyridin-5-yl)-picolinamide